ClC1=C(C=CC=C1Cl)N1CCN(CC1)CC[C@@H]1CC[C@H](CC1)N trans-4-(2-(4-(2,3-dichlorophenyl)piperazin-1-yl)ethyl)cyclohexane-1-amine